1-isopropyl-3-methyl-8-(6-(((1-methylpyrrolidin-3-yl)methoxy)methyl)pyridin-3-yl)-1H-imidazo[4,5-c]cinnolin-2(3H)-one C(C)(C)N1C(N(C=2N=NC=3C=CC(=CC3C21)C=2C=NC(=CC2)COCC2CN(CC2)C)C)=O